6-methyl-4-oxopyrrolo[1,2-d][1,2,4]Triazine CC1=CC=C2N1C(NN=C2)=O